NCCCN1C=C(C2=CC(=CC=C12)CN1CCN(CC1)CC1CCN(CC1)C=1C=C2C(N(C(C2=CC1)=O)C1C(NC(CC1)=O)=O)=O)C1=CC=C(C=C1)OC(F)(F)F 5-(4-((4-((1-(3-aminopropyl)-3-(4-(trifluoromethoxy)phenyl)-1H-indol-5-yl)methyl)piperazin-1-yl)methyl)piperidin-1-yl)-2-(2,6-dioxopiperidin-3-yl)isoindoline-1,3-dione